tert-butyl 4-[(2-bromothiazole-5-carbonyl)amino]-5-chloro-indazole-1-carboxylate BrC=1SC(=CN1)C(=O)NC1=C2C=NN(C2=CC=C1Cl)C(=O)OC(C)(C)C